(6-chloro-1-phenyl-1H-pyrrolo[2,3-b]pyridin-4-yl)methanol ClC1=CC(=C2C(=N1)N(C=C2)C2=CC=CC=C2)CO